CC1=NC2=CC=C(C=C2C(=C1)C=1C=CC=C2C=CC=NC12)C(=O)O 2-methyl-[4,8'-biquinoline]-6-carboxylic acid